(R)-8-(1-aminoethyl)-2-(4,4-dimethylpiperidin-1-yl)-3,6-dimethyl-4H-chromen-4-one N[C@H](C)C=1C=C(C=C2C(C(=C(OC12)N1CCC(CC1)(C)C)C)=O)C